ClC1=CC(=C(C=C1C#N)NS(=O)(=O)C=1C=C(C(=O)OC)C=CC1C1CC1)C=1N=CSC1 Methyl 3-(N-(4-chloro-5-cyano-2-(thiazol-4-yl)phenyl)sulfamoyl)-4-cyclopropylbenzoate